P(=O)([O-])([O-])O.[NH4+].P(=O)(O)(O)O.[Na+] sodium hydrogen phosphate ammonium phosphate